hydroxy-4-(2-methyl-1,3-dioxolan-2-yl)benzamidine OC1=C(C(=N)N)C=CC(=C1)C1(OCCO1)C